CC=1N=CC(=NC1)C1=CC=C(C(=O)OC)C=C1 methyl 4-(5-methylpyrazin-2-yl)benzoate